(2-fluoro-5-hydroxyphenyl)(6-(3-(pyridin-2-yl)-5-(trifluoromethyl)-1H-pyrazol-1-yl)-2-azaspiro[3.3]heptan-2-yl)methanone FC1=C(C=C(C=C1)O)C(=O)N1CC2(C1)CC(C2)N2N=C(C=C2C(F)(F)F)C2=NC=CC=C2